CC1(C(CCCC1)CCCO)C 2,2-dimethylcyclohexanepropanol